NC\C=C(\CN1C(=NC2=C1C=C(C=C2C2=CC=C(C=C2)S(NC2CC2)(=O)=O)C(=O)OC)C)/F Methyl (Z)-1-(4-amino-2-fluorobut-2-en-1-yl)-4-(4-(N-cyclopropylsulfamoyl)phenyl)-2-methyl-1H-benzo[d]imidazole-6-carboxylate